ClC=1C=C(SC1C#N)COC1=CC=CC(=N1)C1CCN(CC1)CC1=NC2=C(N1C[C@H]1OCC1)C=C(C=C2)C(=O)O (S)-2-((4-(6-((4-Chloro-5-cyanothiophen-2-yl)methoxy)pyridin-2-yl)piperidin-1-yl)methyl)-1-(oxetan-2-ylmethyl)-1H-benzo[d]imidazole-6-carboxylic acid